C(C1=CC=CC=C1)C1=NC=2N(C=C(NC2CC2=CC=CC=C2)C2=C(C=CC=C2F)F)C1=O 2,8-dibenzyl-6-(2,6-difluorophenyl)imidazo[1,2-a]pyrazin-3(7H)-one